1-oxo-1,4-thiazinan O=S1CCNCC1